2-amino-5-phenylthiophene NC=1SC(=CC1)C1=CC=CC=C1